BrC1=C(OC2CC(C2)OC2CC3(C2)CCN(CC3)C(=O)OC(C)(C)C)C=CC(=C1)S(=O)(=O)CC tert-butyl 2-[3-(2-bromo-4-ethylsulfonyl-phenoxy)cyclobutoxy]-7-azaspiro[3.5]nonane-7-carboxylate